2-amino-5-bromo-3-iodo-phenol NC1=C(C=C(C=C1I)Br)O